3-xylosyl-(glucosyl)galactose C1([C@H](O)[C@@H](O)[C@H](O)CO1)[C@]([C@H](C(=O)C1[C@H](O)[C@@H](O)[C@H](O)[C@H](O1)CO)O)(O)[C@@H](O)[C@H](O)CO